2,4-Cresotic acid C=1(C(=CC(=CC1)C)O)C(=O)O